OC=1C=C(C2=C(OC3(CCCC3)OC2=O)C1)CCCCC 7-hydroxy-5-pentyl-spiro[1,3-benzodioxine-2,1'-cyclopentane]-4-one